(S)-N-((S)-4-hydroxy-3-oxo-1-((S)-2-oxopyrrolidin-3-yl)butan-2-yl)-6-(1-methyl-1H-indole-2-carbonyl)-6-azaspiro[2.5]octane-5-carboxamide OCC([C@H](C[C@H]1C(NCC1)=O)NC(=O)[C@@H]1CC2(CC2)CCN1C(=O)C=1N(C2=CC=CC=C2C1)C)=O